2,5-dichloroaniline hydrochloride Cl.ClC1=C(N)C=C(C=C1)Cl